CC1=NC=CN1CCCCCC methyl-3-hexyl-imidazole